BrC1=C(C=C(C(=O)N[C@@H]2CCCC3=CC=CC=C23)C=C1)[N+](=O)[O-] (R)-4-bromo-3-nitro-N-(1,2,3,4-tetrahydronaphthalen-1-yl)benzamide